CC=1COC2(OCC3(CC21)CCCCC3)C 3',7a'-Dimethyl-4'H,6'H-spiro[cyclohexane-1,5'-furo[2,3-b]pyran]